C1(CCC1)N1N=CC(=C1)C1=NN2C(=NC3=C(C=CC=C3C2=N1)C#N)N[C@H]1C(NCCNC1)=O 2-(1-Cyclobutyl-1H-pyrazol-4-yl)-5-{[(6R)-5-oxo-1,4-diazepan-6-yl]amino}[1,2,4]triazolo[1,5-c]quinazoline-7-carbonitrile